ClC1=CC=C(C=C1)NC(=O)N1C(CC(C1)O)C(=O)N N1-(4-chlorophenyl)-4-hydroxypyrrolidine-1,2-dicarboxamide